[IH]1[IH]C(C=C1)C(=O)[O-].C(CC(O)(C(=O)O)CC(=O)O)(=O)O.[Na+] sodium citrate diiodolate